4-methyl-2'-hydroxy-4'-methoxy-3'-(hydroxyethylpiperazin-1-yl)methyl-chalcone CC1=CC=C(C=C1)\C=C\C(=O)C1=C(C(=C(C=C1)OC)CN1C(CNCC1)CCO)O